tert-butyl 4-((2-(5-methylhexahydropyrrolo[3,4-c]pyrrol-2(1H)-yl)-5-oxo-5H-benzo[4',5']thiazolo[3',2':1,6]pyrido[2,3-d]pyrimidin-6-yl)carbamoyl)-piperazine-1-carboxylate CN1CC2C(C1)CN(C2)C=2N=CC1=C(N2)N2C(=C(C1=O)NC(=O)N1CCN(CC1)C(=O)OC(C)(C)C)SC1=C2C=CC=C1